methyl 2-(6-((2S,3R)-3-((tert-butyldimethylsilyl)oxy)-3-(3,5-dimethoxy-4-methylphenyl)-2-phenethoxypropyl)pyridin-3-yl)acetate [Si](C)(C)(C(C)(C)C)O[C@@H]([C@H](CC1=CC=C(C=N1)CC(=O)OC)OCCC1=CC=CC=C1)C1=CC(=C(C(=C1)OC)C)OC